CN1C(C(C2=CC=CC=C12)(C)C)C N-methyl-2,3,3-trimethylindole